C12CN(CC2C1)CC1=CC(=C2CN(C(C2=C1)=O)C1=CC(=CC=C1)C1(COC1)[C@@H](C1=NN=CN1C)F)C(F)(F)F 6-((3-azabicyclo[3.1.0]hexan-3-yl)methyl)-2-(3-(3-((S)-fluoro(4-methyl-4H-1,2,4-triazol-3-yl)methyl)oxetan-3-yl)phenyl)-4-(trifluoromethyl)isoindolin-1-one